(S)-2-cyclopentyl-N-((1-isopropylpyrrolidin-2-yl)methyl)-10-methyl-1-oxo-1,2-dihydropyrazino-[1,2-a]indole-4-carboxamide C1(CCCC1)N1C(C=2N(C=3C=CC=CC3C2C)C(=C1)C(=O)NC[C@H]1N(CCC1)C(C)C)=O